N-(5-((6-((tert-butyldimethylsilyl)oxy)spiro(3.3)heptan-2-yl)methoxy)-1,3,4-thiadiazol-2-yl)-5'-methoxy-2',6-dimethyl-(4,4'-bipyridine)-3-carboxamide [Si](C)(C)(C(C)(C)C)OC1CC2(CC(C2)COC2=NN=C(S2)NC(=O)C=2C=NC(=CC2C2=CC(=NC=C2OC)C)C)C1